[Ca].[Zn].[Co] Cobalt zinc calcium